2-(5,6,7,8-tetrahydronaphthalen-2-yl)ethylamine C1=C(C=CC=2CCCCC12)CCN